(5-(3-((tert-butyldimethylsilyl)oxy)propoxy)pyridin-3-yl)methanol [Si](C)(C)(C(C)(C)C)OCCCOC=1C=C(C=NC1)CO